P(=O)(O)(O)OC[C@@H]1[C@H](C[C@@H](O1)N1C(=O)N=C(N)C(=C1)C)O 5-methyldeoxy cytidine-5'-phosphate